tert-butyl 4-(6-{2-allyl-3-oxo-6-[p-(2,2,2-trifluoroethoxy)phenylamino]-1,2-dihydro-3H-1,2,5,7-tetraazainden-1-yl}-2-pyridyloxy)-1-piperidinecarboxylate C(C=C)N1N(C2=NC(=NC=C2C1=O)NC1=CC=C(C=C1)OCC(F)(F)F)C1=CC=CC(=N1)OC1CCN(CC1)C(=O)OC(C)(C)C